N-(5-((5-fluoro-6-(trifluoromethyl)pyridin-3-yl)oxy)-2-methoxyphenyl)-1-methyl-5-oxopyrrolidine-2-carboxamide FC=1C=C(C=NC1C(F)(F)F)OC=1C=CC(=C(C1)NC(=O)C1N(C(CC1)=O)C)OC